N-(2-(4-((4-(5-fluoro-2-(3-methylbutanoyl)-1H-indol-3-yl)-1H-1,2,3-triazol-1-yl)methyl)piperidin-1-yl)ethyl)-1-(4-(trifluoromethyl)phenyl)methanesulfonamide FC=1C=C2C(=C(NC2=CC1)C(CC(C)C)=O)C=1N=NN(C1)CC1CCN(CC1)CCNS(=O)(=O)CC1=CC=C(C=C1)C(F)(F)F